Methyl 3-(7-(2-(cycloheptylamino)-2-oxoethoxy)naphthalen-2-yl)-3-(2,3-dihydrobenzofuran-5-yl)propanoate C1(CCCCCC1)NC(COC1=CC=C2C=CC(=CC2=C1)C(CC(=O)OC)C=1C=CC2=C(CCO2)C1)=O